COC(OC)C1=C(C=CC=C1)O (dimethoxymethyl)phenol